4,5-diethyl-1,3-dioxole-2-one C(C)C=1OC(OC1CC)=O